5-((4-(5-azidopentyl)-6-fluoro-1-tosyl-1H-indol-5-yl)oxy)-2-fluorobenzonitrile N(=[N+]=[N-])CCCCCC1=C2C=CN(C2=CC(=C1OC=1C=CC(=C(C#N)C1)F)F)S(=O)(=O)C1=CC=C(C)C=C1